alpha-D-glucose pentaacetate C(C)(=O)O[C@@H]1[C@H](OC(C)=O)[C@@H](OC(C)=O)[C@H](OC(C)=O)[C@H](O1)COC(C)=O